C(C1=CC=CC=C1)OC=1C=C2CC[C@@H]([C@@H](C2=CC1)C1=CC=C(OCC(=O)OC(C)(C)C)C=C1)C1=CC=CC=C1 Tert-butyl 2-(4-((1R,2S)-6-(benzyloxy)-2-phenyl-1,2,3,4-tetrahydronaphthalen-1-yl)phenoxy)acetate